1-((1R)-3'-(2-(2,2-bis(4-methoxyphenyl)-5-methylpyrrolidin-1-yl)-2-oxoethyl)-2',4'-dioxo-2,3-dihydrospiro[indene-1,5'-oxazolidine]-5-yl)-3-methylurea COC1=CC=C(C=C1)C1(N(C(CC1)C)C(CN1C(O[C@]2(C1=O)CCC1=CC(=CC=C12)NC(=O)NC)=O)=O)C1=CC=C(C=C1)OC